C(CCCCCCCCCCCCC)[N+](C)(C)[O-] myristyl-dimethylamine-N-oxide